ClC1=C(C=NC(=C1)C(NC)=O)COC=1C=C(C=CC1)C1=C(C=C(C(=C1)F)CC1=NC2=C(N1C[C@H]1OCC1)C=C(C=C2)C(=O)O)F (S)-2-((3'-((4-chloro-6-(methylcarbamoyl)pyridin-3-yl)methoxy)-2,5-difluoro-[1,1'-biphenyl]-4-yl)methyl)-1-(oxetan-2-ylmethyl)-1H-benzo[d]imidazole-6-carboxylic acid